N,N,N',N'-tetra-allyl-terephthalamide C(C=C)N(C(C1=CC=C(C(=O)N(CC=C)CC=C)C=C1)=O)CC=C